[PH2](OCCC=C)=O.[Na] sodium vinylethyl phosphinate